trifluorobromoethane C(C(F)(F)F)Br